ClC=1C(=CC2=C([C@@H](C[C@H](O2)C(=O)NC23CC(C2)(C3)N3N=CC(=C3)OCCOC(F)(F)F)O)C1)F (2S,4R)-6-chloro-7-fluoro-4-hydroxy-N-(3-{4-[2-(trifluoromethoxy)ethoxy]-1H-pyrazol-1-yl}bicyclo[1.1.1]pentan-1-yl)-3,4-dihydro-2H-1-benzopyran-2-carboxamide